NC=1N=CC2=C(C=CC=C2C1C#CC1CCN(CC1)C(=O)OC(C)(C)C)Cl tert-butyl 4-[2-(3-amino-8-chloro-4-isoquinolyl) ethynyl]piperidine-1-carboxylate